C(C1=CC=CC=C1)C1N(CCNC1)C=O (2-benzylpiperazin-1-yl)methanone